Br.C1(=CC=CC=C1)C1=C(C(=NS1)O)C1CNCC1 5-phenyl-4-(3-pyrrolidinyl)-3-hydroxyisothiazole hydrobromide